1,5-dihydro-5-propyl-3-(3-methylbenzoyl)-4-hydroxypyrrole C(CC)C1C(=C(CN1)C(C1=CC(=CC=C1)C)=O)O